NC(C(=O)C1=CC(=C(C=C1)OCCOC)Cl)CC(C)C 2-amino-1-[3-chloro-4-(2-methoxyethoxy)phenyl]-4-methyl-pentan-1-one